2-(1-(4-((5-chloro-3-fluoropyridin-2-yl)oxy)phenyl)-1H-1,2,3-triazol-4-yl)acetic acid ClC=1C=C(C(=NC1)OC1=CC=C(C=C1)N1N=NC(=C1)CC(=O)O)F